C(C)OC(=O)C1(CC1)C1=C(C=CC(=C1)F)OCOC 1-(5-Fluoro-2-(methoxymethoxy)phenyl)cyclopropane-1-carboxylic acid ethyl ester